(R)-N-(1-(naphthalen-1-yl)ethyl)-1H-benzo[d]imidazole-5-carboxamide C1(=CC=CC2=CC=CC=C12)[C@@H](C)NC(=O)C1=CC2=C(NC=N2)C=C1